ClC1=C(C(=CC=C1)F)N1N=C(C(=C1)NC1=CC=C(C=C1)N1N=C(N=C1COC)C(F)(F)F)C(=O)N 1-(2-chloro-6-fluorophenyl)-4-((4-(5-(methoxymethyl)-3-(trifluoromethyl)-1H-1,2,4-triazol-1-yl)phenyl)amino)-1H-pyrazole-3-carboxamide